ClC1=NC=2N(C(=C1)NCC1=CC=C(C=C1)C1=NC=CC=C1OC)N=CC2C2CC2 5-chloro-3-cyclopropyl-N-(4-(3-methoxypyridin-2-yl)benzyl)pyrazolo[1,5-a]pyrimidin-7-amine